(6S,7S)-6-(4-((1-butylazetidin-3-yl)oxy)phenyl)-7-isobutyl-8-methyl-6,7,8,9-tetrahydro-3H-pyrazolo[3,4-H]isoquinoline C(CCC)N1CC(C1)OC1=CC=C(C=C1)[C@@H]1[C@@H](N(CC=2C3=C(C=CC12)NN=C3)C)CC(C)C